4-[(2-{4-[5-chloro-2-(4H-1,2,4-triazol-4-yl)phenyl]-5-methoxy-2-oxopyridin-1(2H)-yl}-4-methoxybutyryl)amino]benzoic acid ClC=1C=CC(=C(C1)C1=CC(N(C=C1OC)C(C(=O)NC1=CC=C(C(=O)O)C=C1)CCOC)=O)N1C=NN=C1